methyl 4-(3-(2,4-dioxotetrahydropyrimidin-1(2H)-yl)-1-methyl-1H-indazol-6-yl)-piperidine-1-carboxylate O=C1N(CCC(N1)=O)C1=NN(C2=CC(=CC=C12)C1CCN(CC1)C(=O)OC)C